BrC=1C=C(C(=C(C1)C(=O)N1CC(OC(C1)(F)F)(F)F)N[C@H]1CN(CCC1)C(C1=CN=CC(=C1)NC)=O)[N+](=O)[O-] (R)-(5-bromo-2-((1-(5-(methylamino)nicotinoyl)piperidin-3-yl)amino)-3-nitrophenyl)(2,2,6,6-tetrafluoromorpholinyl)methanone